[2-(1-Ethylpropyl)-1,3-benzoxazol-6-yl]-[4-(5-methyloxazolo[4,5-b]pyridin-2-yl)piperazin-1-yl]methanon C(C)C(CC)C=1OC2=C(N1)C=CC(=C2)C(=O)N2CCN(CC2)C=2OC=1C(=NC(=CC1)C)N2